(2R,3S)-2-((E)-3-(5,6-dichloro-1H-benzo[d]imidazol-1-yl)-2-methylpropan-1-enyl)piperidin-3-ol ClC1=CC2=C(N(C=N2)C/C(=C/[C@H]2NCCC[C@@H]2O)/C)C=C1Cl